ethyl 2-[4-(1H-pyrrolo[2,3-b]pyridin-4-yl)-1H-pyrazol-1-yl]propanoate N1C=CC=2C1=NC=CC2C=2C=NN(C2)C(C(=O)OCC)C